(5-Iodo-1-oxo-3H-isoindol-2-yl)piperidine-2,6-dione IC=1C=C2CN(C(C2=CC1)=O)N1C(CCCC1=O)=O